2-(2-phenyl-1,3-thiazol-4-yl)ethan-1-one C1(=CC=CC=C1)C=1SC=C(N1)CC=O